C(C)N(C(=O)C=1N=C(NC1)C=1C=NN(C1)C1=NC=CC=C1)C1CCNCC1 N-ethyl-N-(piperidin-4-yl)-2-[1-(pyridin-2-yl)-1H-pyrazol-4-yl]-1H-imidazole-4-carboxamide